C(C)C(C(=O)[O-])CCCC.C(C)C(C(=O)[O-])CCCC.[Sn+2] Tin di(2-ethylhexanate)